CC1=CC=C(C=C1)S(=O)(=O)N1C(CC(CC1)C(F)(F)F)C1=C(CNC=2N=CNC2C(=O)N)C=CC=C1 4-(2-(1-p-toluenesulfonyl-4-(trifluoromethyl)piperidin-2-yl)benzylamino)-1H-imidazole-5-carboxamide